CN1C(N(C2=C1C=C(C=C2)CN2CC(C2)OCC2CCNCC2)C2CNCCC2)=O 3-[3-methyl-2-oxo-5-[[3-(4-piperidylmethoxy)azetidin-1-yl]methyl]benzimidazol-1-yl]piperidine